[2-(1-methylimidazol-4-yl)-4-(methylsulfamoyl)phenyl]-3-(trifluoromethyl)bicyclo[1.1.1]pentane-1-carboxamide CN1C=NC(=C1)C1=C(C=CC(=C1)S(NC)(=O)=O)C1C2(CC1(C2)C(F)(F)F)C(=O)N